(S or R)-6-(3-Chloro-6-(difluoromethyl)-2-fluorophenyl)-N-(1-((2-(2-(2-hydroxy-2-methylpropyl)pyrrolidin-1-yl)pyrimidin-5-yl)methyl)-1H-pyrazol-4-yl)pyrazine-2-carboxamide ClC=1C(=C(C(=CC1)C(F)F)C1=CN=CC(=N1)C(=O)NC=1C=NN(C1)CC=1C=NC(=NC1)N1[C@@H](CCC1)CC(C)(C)O)F |o1:32|